(2-(5-bromo-2-methoxyphenoxy)ethoxy)(tert-butyl)dimethylsilane BrC=1C=CC(=C(OCCO[Si](C)(C)C(C)(C)C)C1)OC